N12CCCNC2CCCC1 1,5-diazabicyclo[4.4.0]decane